2-(3,4-dimethoxyphenyl)-2,2-difluoro-N-(pyridin-4-yl)acetamide COC=1C=C(C=CC1OC)C(C(=O)NC1=CC=NC=C1)(F)F